Isobutyl 5-fluoro-3-(1-((1-(2-((4-isopropylphenyl)sulfonamido)ethyl)piperidin-4-yl)methyl)-1H-1,2,3-triazol-4-yl)-1H-indole-2-carboxylate FC=1C=C2C(=C(NC2=CC1)C(=O)OCC(C)C)C=1N=NN(C1)CC1CCN(CC1)CCNS(=O)(=O)C1=CC=C(C=C1)C(C)C